1-methoxy-2-(2-methoxyethoxy)ethan COCCOCCOC